SC1CC(CCC1)S 1,3-dimercaptocyclohexane